BrC1=CC(=NC=C1)NCC1=COC=C1 4-bromo-N-(furan-3-ylmethyl)pyridin-2-amine